C[C@@H]1NC2=CC=C3C(=C2CC1)N=C(N3CCN([C@@H]3COCC3)C)CCN3N=CC=C3 (7S)-7-Methyl-3-(2-{methyl[(3S)-oxolan-3-yl]amino}ethyl)-2-[2-(1H-pyrazol-1-yl)ethyl]-3H,6H,7H,8H,9H-imidazo[4,5-f]chinolin